7-((trans)-4-(3-aminopiperidin-1-yl)cyclohexyl)-5-(4-phenoxyphenyl)-7H-pyrrolo[2,3-d]pyrimidin-4-amine NC1CN(CCC1)[C@@H]1CC[C@H](CC1)N1C=C(C2=C1N=CN=C2N)C2=CC=C(C=C2)OC2=CC=CC=C2